IC1=CC(=C(C=C1OC)CCNCC1=CC=C(C=C1)OC)OC 2-(4-iodo-2,5-dimethoxyphenyl)-N-[(4-methoxyphenyl)methyl]ethylamine